rac-(3s,4s,5r)-3-benzyl-5-ethyl-4-nitropyrrolidin-2-one C(C1=CC=CC=C1)[C@@H]1C(N[C@@H]([C@H]1[N+](=O)[O-])CC)=O |r|